8-methoxy-5,5-dimethyl-7-nitro-6H-benzo[h]quinazolin-4-amine COC=1C=CC2=C(CC(C=3C(=NC=NC23)N)(C)C)C1[N+](=O)[O-]